[2-(5-bromo-3-fluoro-2-hydroxy-anilino)-2-oxo-ethyl]acetate BrC=1C=C(C(=C(NC(COC(C)=O)=O)C1)O)F